FC=1C=C(C2=C(NC(=N2)C2=CC=C(C=C2)CN2[C@H](CCC2)CO)C1)C(=O)N 6-fluoro-2-[4-((R)-2-hydroxymethylpyrrolidin-1-ylmethyl)phenyl]-1H-benzimidazole-4-carboxamide